hydroxypropyl-p-phenylene-diamine OCCCNC1=CC=C(C=C1)N